5-Isopropyl-N-(1-methyl-5-(pyridin-2-yl)-1H-1,2,4-triazol-3-yl)-4-(trifluoromethyl)pyridin-2-amine C(C)(C)C=1C(=CC(=NC1)NC1=NN(C(=N1)C1=NC=CC=C1)C)C(F)(F)F